2-Amino-1-(2,6-dibromo-3,5-dimethoxyphenyl)-5,6-dimethyl-1H-pyrrolo[2,3-b]pyridine-3-carboxamide NC1=C(C=2C(=NC(=C(C2)C)C)N1C1=C(C(=CC(=C1Br)OC)OC)Br)C(=O)N